BrCCC1CCN(CC1)C1=CC=C(C=C1)B1OC(C(O1)(C)C)(C)C 4-(2-bromoethyl)-1-(4-(4,4,5,5-tetramethyl-1,3,2-dioxaborolan-2-yl)phenyl)piperidine